((4-bromopyridin-2-yl)amino)-N,N-dimethylbenzenesulfonamide BrC1=CC(=NC=C1)NC1=C(C=CC=C1)S(=O)(=O)N(C)C